C(C)(C)(C)N(C(O)=O)[C@H](C(=O)NC(CC1=CC(=CC=C1)C(F)(F)F)(C)C)C.OC=1C=C(C=C(C1O)[N+](=O)[O-])C(=O)C1=CC=C(C=C1)C (3,4-Dihydroxy-5-nitrophenyl)(4-methylphenyl)methanone tert-butyl-(S)-(1-((2-methyl-1-(3-(trifluoromethyl)phenyl)propan-2-yl)amino)-1-oxopropan-2-yl)carbamate